C(C)(C)(C)C=1C=C(C=C(C1)C(C)(C)C)C1=CC(=CC(=C1)C(C)(C)C)B1OC(C(O1)(C)C)(C)C 2-(3',5,5'-tri-tert-butyl-[1,1'-biphenyl]-3-yl)-4,4,5,5-tetramethyl-1,3,2-dioxaborolan